N-(3-(3-((2,6-Dioxopiperidin-3-yl)amino)-4-fluorophenyl)prop-2-yn-1-yl)-5-(8-(7-isopropyl-1,3-dimethyl-2-oxo-2,3-dihydro-1H-benzo[d]imidazol-5-yl)isoquinolin-3-yl)picolinamide O=C1NC(CCC1NC=1C=C(C=CC1F)C#CCNC(C1=NC=C(C=C1)C=1N=CC2=C(C=CC=C2C1)C1=CC2=C(N(C(N2C)=O)C)C(=C1)C(C)C)=O)=O